[C@H]12CC(C[C@H](CC1)N2)C2=C(C(=O)NC)C=CC(=C2)C2C(C2)C2=NC(=NC1=CC=CC=C21)C ((1R,3s,5S)-8-azabicyclo[3.2.1]oct-3-yl)-N-methyl-4-(2-(2-methyl-quinazolin-4-yl)cyclopropyl)benzamide